ClC=1C=C(C(=NC1)OC)S(=O)(=O)NC1=C(C(=C(C=C1)F)C=1C=CC=2N(C1)C=NC2C=2NN=CC2)F 5-chloro-N-[2,4-difluoro-3-[1-(2H-pyrazol-3-yl)imidazo[1,5-a]pyridin-6-yl]phenyl]-2-methoxypyridine-3-sulfonamide